tert-butyl (S)-4-(6-(8-fluoro-2-methylimidazo[1,2-a]pyridine-6-carboximidamido)pyridin-3-yl)-2-methylpiperazine-1-carboxylate FC=1C=2N(C=C(C1)C(NC1=CC=C(C=N1)N1C[C@@H](N(CC1)C(=O)OC(C)(C)C)C)=N)C=C(N2)C